C(CCC)S(=O)(=O)[O-] butanesulfonic acid anion